C1NCC2=CC=CC=C12 trans-isoindoline